(R)-N-(6-(1-((2-Amino-5-chloropyridin-3-yl)oxy)ethyl)pyridin-2-yl)-3-methylbenzamid NC1=NC=C(C=C1O[C@H](C)C1=CC=CC(=N1)NC(C1=CC(=CC=C1)C)=O)Cl